C1(=CC=C(C=C1)B(O)O)C1=CC=C(C=C1)C1=CC=CC=C1 4-(p-terphenyl)boronic acid